4-((1-(5-(3-chloro-6-(2-hydroxy-2-methylpropoxy)pyrazolo[1,5-a]pyridin-4-yl)pyridin-2-yl)piperidin-4-yl)oxy)benzonitrile ClC=1C=NN2C1C(=CC(=C2)OCC(C)(C)O)C=2C=CC(=NC2)N2CCC(CC2)OC2=CC=C(C#N)C=C2